CC1=CNC2=NC=C(C=C21)C=2C=C1CCN(CC1=C(C2)[C@H]2N(CCC2)C(=O)OC(C)(C)C)C2=CC(=NC=C2)C(F)(F)F (S)-tert-butyl 2-(6-(3-methyl-1H-pyrrolo[2,3-b]pyridin-5-yl)-2-(2-(trifluoromethyl) Pyridin-4-yl)-1,2,3,4-tetrahydroisoquinolin-8-yl)pyrrolidine-1-carboxylate